5-(piperidin-1-yl)thiazol-2-amine N1(CCCCC1)C1=CN=C(S1)N